FC(C(=O)O)(F)F.NC1=NC=CC(=C1Cl)SC=1N=CC(=NC1)N1CCC2(CC1)[C@@H](C=1N(N=C3C1COC3)C2)N (S)-1'-(5-((2-amino-3-chloropyridin-4-yl)thio)pyrazin-2-yl)-1,8-dihydro-3H,6H-spiro[furo[3,4-d]pyrrolo[1,2-b]pyrazole-7,4'-piperidin]-8-amine (trifluoroacetate)